tert-butyl 2-[[3-chloro-5-(trifluoromethyl)phenyl]amino]acetate ClC=1C=C(C=C(C1)C(F)(F)F)NCC(=O)OC(C)(C)C